C(C1=CC=CC=C1)C1=NC=C(C=N1)N1CCN(CC1)C(=O)OC(C)(C)C tert-butyl 4-(2-benzylpyrimidin-5-yl)piperazine-1-carboxylate